CC1=CC=C(C=C1)S(=O)(=O)O.C(C1=CC=CC=C1)OC([C@@H](NC)C(C)C)=O N-Methyl-L-valine benzyl ester 4-toluenesulfonate